N-(5-((4-chlorobenzyl)oxy)-1,3,4-thiadiazol-2-yl)-3-(2-methoxyphenyl)pyridine ClC1=CC=C(COC2=NN=C(S2)N2CC(=CC=C2)C2=C(C=CC=C2)OC)C=C1